C(C)(C)(C)N1N=C(N=N1)CNC(=O)[C@H]1N(C[C@@H](C1)O)C([C@H](C(C)(C)C)N1N=NC(=C1)C1CC1)=O (2S,4r)-N-[(2-tert-butyltetrazol-5-yl)methyl]-1-[(2S)-2-(4-cyclopropyltriazol-1-yl)-3,3-dimethyl-butyryl]-4-hydroxy-pyrrolidine-2-carboxamide